C(C)(CC)[BH-](C(C)CC)C(C)CC.BrC=1C=C2C(=NN(C2=CC1)C1OCCCC1)C#C[Si](C(C)C)(C(C)C)C(C)C (5-bromo-1-tetrahydropyran-2-yl-indazol-3-yl)ethynyl-triisopropyl-silane tri(sec-butyl)borohydride